n-heptyl 1,1,3,3-tetramethyl-butyl ether CC(CC(C)(C)C)(C)OCCCCCCC